ethoxylauric acid C(C)OC(C(=O)O)CCCCCCCCCC